(S)-1-(4-amino-5-oxoheptyl)guanidine trihydrochloride Cl.Cl.Cl.N[C@@H](CCCNC(=N)N)C(CC)=O